2-(tert-butyl)-N-(2-methyl-4-(pyrrolo[2,1-f][1,2,4]triazin-4-yl)benzyl)-2H-tetrazole-5-carboxamide C(C)(C)(C)N1N=C(N=N1)C(=O)NCC1=C(C=C(C=C1)C1=NC=NN2C1=CC=C2)C